2-(3'-(9,9'-spirobi[fluoren]-3-yl)-[1,1'-biphenyl]-3-yl)-4,6-diphenyl-1,3,5-triazine C1=CC(=CC=2C3=CC=CC=C3C3(C12)C1=CC=CC=C1C=1C=CC=CC13)C=1C=C(C=CC1)C1=CC(=CC=C1)C1=NC(=NC(=N1)C1=CC=CC=C1)C1=CC=CC=C1